FC=1C=C2C(C(NC2=CC1)=O)=CC1=C(C(=C(N1)C)C(=O)NC1CNCC1)C 3-(5-((5-fluoro-2-oxoindole-3-ylidene)methyl)-2,4-dimethyl-1H-pyrrole-3-carboxamido)pyrrolidine